O=C1COCCN1C=1C=NC=NC1 5-(3-oxomorpholino)pyrimidin